pyridine-2,4-dicarboxylic acid bis-{[4-(2-guanidino-ethyl)-phenyl]-amide} trifluoroacetate FC(C(=O)O)(F)F.N(C(=N)N)CCC1=CC=C(C=C1)NC(=O)C1=NC=CC(=C1)C(=O)NC1=CC=C(C=C1)CCNC(=N)N